NC1=CC(=C(C=C1)N1CCC(CC1)N(C)C)OCC 1-(4-amino-2-ethoxyphenyl)-N,N-dimethylpiperidin-4-amine